(Z)-2-(4-((6-chloro-7-methyl-1H-indol-3-yl)methylene)-2,5-dioxoimidazolidin-1-yl)-2-(3,4-difluorophenyl)-N-(4-hydroxyl-bicyclo[2.2.2]octan-1-yl)acetamide ClC1=CC=C2C(=CNC2=C1C)\C=C\1/NC(N(C1=O)C(C(=O)NC12CCC(CC1)(CC2)O)C2=CC(=C(C=C2)F)F)=O